triFluoropropyltrimethoxysilane FC(CC[Si](OC)(OC)OC)(F)F